N1CCC(CC1)N1C=NC2=C(C1=O)SC=C2 3-(piperidin-4-yl)thieno[3,2-d]pyrimidin-4-one